4-benzyl 1-methyl D-aspartate N[C@H](CC(=O)OCC1=CC=CC=C1)C(=O)OC